tert-butyl 4-[(1S,4R,5R)-5-[[5-cyclopropyl-3-(2,6-dimethylphenyl)-1,2-oxazol-4-yl]methoxy]-3-oxo-2-azabicyclo[2.2.1]heptan-2-yl]benzoate C1(CC1)C1=C(C(=NO1)C1=C(C=CC=C1C)C)CO[C@H]1[C@@H]2C(N([C@H](C1)C2)C2=CC=C(C(=O)OC(C)(C)C)C=C2)=O